C1(CC1)C1=C(C=C(C(=O)O)C=C1)S(NC1=C(C=CC(=C1)C1=CC=NS1)C=1SC(=CC1)F)(=O)=O 4-cyclopropyl-3-(N-(2-(5-fluorothiophen-2-yl)-5-(isothiazol-5-yl)phenyl)sulfamoyl)benzoic acid